3-(tert-Butoxycarbonylamino)bicyclo[1.1.1]Pentane-1-carboxylic acid methyl ester COC(=O)C12CC(C1)(C2)NC(=O)OC(C)(C)C